C1(CC1)C=1C=CC(=NC1)NC1=NC=C(C(=O)NOCC)C(=C1)NC1=C(C=C(C=C1)C#C)N(S(=O)(=O)C)C 6-((5-cyclopropyl-pyridin-2-yl)amino)-N-ethoxy-4-((4-ethynyl-2-(N-methyl-methanesulfonamido)phenyl)amino)nicotinamide